4-butoxy-N-[(2S)-1-({(1S)-1-cyano-2-[(3S)-2-oxopyrrolidin-3-yl]ethyl}amino)-4,4-dimethyl-1-oxopentan-2-yl]-1H-indole-2-carboxamide C(CCC)OC1=C2C=C(NC2=CC=C1)C(=O)N[C@H](C(=O)N[C@@H](C[C@H]1C(NCC1)=O)C#N)CC(C)(C)C